ClC1=C(C=CC=C1)C(C(F)(F)F)N 1-(2-chlorophenyl)-2,2,2-trifluoroethylamine